C1(CC1)COC1=C(C=C(C=C1)C1=C(N=C(N1)N)C1=CC(=NC=C1)C)F 5-(4-(Cyclopropylmethoxy)-3-fluorophenyl)-4-(2-methylpyridin-4-yl)-1H-imidazol-2-amine